(R)-6-(1-methyl-1H-pyrazol-4-yl)-4-(6-(4-(1-methylpyrrolidine-3-carbonyl)piperazin-1-yl)pyridin-3-yl)pyrazolo[1,5-a]pyrazine-3-carbonitrile CN1N=CC(=C1)C=1N=C(C=2N(C1)N=CC2C#N)C=2C=NC(=CC2)N2CCN(CC2)C(=O)[C@H]2CN(CC2)C